methyl 3,3,3-trifluoro-2-hydroxy-2-(2-oxo-3-(4-oxo-4-(4-(5-(trifluoromethyl)pyrimidin-2-yl)piperazin-1-yl)butyl)cyclohexyl)propanoate FC(C(C(=O)OC)(C1C(C(CCC1)CCCC(N1CCN(CC1)C1=NC=C(C=N1)C(F)(F)F)=O)=O)O)(F)F